6-fluoro-1-methylquinoxaline FC=1C=C2N=CCN(C2=CC1)C